2,6-di-tert-butyl-4-phenylmethylene-2,5-cyclohexadiene C(C)(C)(C)C=1CC(=CC(C1)=CC1=CC=CC=C1)C(C)(C)C